3-hydroxy-2-((1R,5R)-3-methyl-5-(prop-1-en-2-yl)cyclopent-2-en-1-yl)-5-pentylcyclohexa-2,5-diene-1,4-dione OC1=C(C(C=C(C1=O)CCCCC)=O)[C@@H]1C=C(C[C@H]1C(=C)C)C